(pyridin-4-yl)benzene N1=CC=C(C=C1)C1=CC=CC=C1